N1C(=NC=C1)S(=O)(=O)O.C(CCCCCCC)C1=C(C(=C(C=C1)S(=O)(=O)O)CCCCCCCC)CCCCCCCC.NC(=N)NC(=N)N Biguanide trioctyl-benzenesulfonate (imidazolesulfonate)